(3S,4R)-4-((5-fluoro-4-(4-isopropyl-3-((isopropylamino)methyl)quinolin-6-yl)pyrimidin-2-yl)amino)tetrahydro-2H-pyran-3-ol FC=1C(=NC(=NC1)N[C@H]1[C@@H](COCC1)O)C=1C=C2C(=C(C=NC2=CC1)CNC(C)C)C(C)C